fluoromethylthio benzoate C(C1=CC=CC=C1)(=O)OSCF